OCC1OCC(C(C1O)N1N=NC(=C1)C1=C(C(=C(C=C1)F)F)F)OC 2-(hydroxymethyl)-5-methoxy-4-(4-(2,3,4-trifluorophenyl)-1H-1,2,3-triazol-1-yl)tetrahydro-2H-pyran-3-ol